CN(C=1C=CC(=C(C(=O)NC=2C=CC(=C3C=CC=NC23)C[C@@H](C(=O)OC)NC(C2=CC=CC=C2)(C2=CC=CC=C2)C2=CC=CC=C2)C1)NC(=O)OCC)C methyl (S)-3-(8-(5-(dimethylamino)-2-((ethoxycarbonyl)amino) benzamido)quinolin-5-yl)-2-(tritylamino)propanoate